ClC1=C(C(=CC=C1)C#C)N1C(N=C(C2=CC=C(C=C12)C(F)(F)F)NC1CC1)=O 1-(2-chloro-6-ethynylphenyl)-4-(cyclopropylamino)-7-(trifluoromethyl)quinazolin-2(1H)-one